FC(C1=CC=C(S1)C=1C=C2C(=NC1)N(C(N2CC=2N=NSC2)=O)C)F 6-[5-(difluoromethyl)-2-thienyl]-3-methyl-1-(thiadiazol-4-ylmethyl)imidazo[4,5-b]pyridin-2-one